N1=CC=C(C=C1)N1CC2(CN(C2)C(=O)OC(C)(C)C)C1 tert-butyl 6-(pyridin-4-yl)-2,6-diazaspiro[3.3]heptane-2-carboxylate